ClC=1C(=NC=C(C1)C(NC=1SC(=C(N1)C=1SC=C(C1)Cl)N1CCN(CC1)C1CCCCC1)=O)N1CCC(CC1)C(=O)O 1-(3-Chloro-5-{[4-(4-chlorothiophen-2-yl)-5-(4-cyclohexylpiperazin-1-yl)-1,3-thiazol-2-yl]carbamoyl}pyridin-2-yl)piperidine-4-carboxylic acid